C(#N)C1=CC=C(C=C1)CCN([C@@H]1C=2C=CC(=NC2CCC1)C#N)CCC1=C(C=CC=C1)O (5S)-5-{[2-(4-cyanophenyl)ethyl][2-(2-hydroxyphenyl)ethyl]amino}-5,6,7,8-tetrahydroquinoline-2-carbonitrile